(S)-2-(hydroxymethyl)pyrrolidin OC[C@H]1NCCC1